BrC=1C=NC(=NC1)N[C@H]1CN(CC1)C(=O)C1=CC(=C(C=C1)NC(C=C)=O)OCCN1CCC(CC1)(F)F (R)-N-(4-(3-((5-bromopyrimidin-2-yl)amino)pyrrolidine-1-carbonyl)-2-(2-(4,4-difluoropiperidin-1-yl)ethoxy)phenyl)acrylamide